C1=CC=CC=2C3=CC=CC=C3C(C12)COC(=O)N[C@H](C(=O)O)CNC(C1=CC=C(C=C1)C(NS(=O)(=O)C=1C(=C(C2=C(CC(O2)(C)C)C1C)C)C)=N)=O (S)-2-((((9H-fluoren-9-yl)methoxy)carbonyl)amino)-3-(4-(N-((2,2,4,6,7-pentamethyl-2,3-dihydrobenzofuran-5-yl)sulfonyl)carbamimidoyl)benzamido)propanoic acid